CC1=NNC(=C1C=1C(=NC=CC1)N)C (3,5-dimethyl-1H-pyrazol-4-yl)pyridin-2-amine